tert-butyl ((1S)-3-(((S)-1-(4-fluorophenyl)-1,2,3,4-tetrahydroisoquinoline-2-carboxamido)methyl)-3-hydroxycyclopentyl)carbamate FC1=CC=C(C=C1)[C@@H]1N(CCC2=CC=CC=C12)C(=O)NCC1(C[C@H](CC1)NC(OC(C)(C)C)=O)O